3-(2,5-difluoro-4-tolyl)acrolein FC1=C(C=C(C(=C1)C=CC=O)F)C